CN(CCOC1=CC(=NC=C1)C=1N=C(C2=C(N1)SC(=C2C)C)N(CC(=O)NC2(CC2)C(F)(F)F)C)C 2-[(2-{4-[2-(dimethylamino)ethoxy]pyridin-2-yl}-5,6-dimethylthieno[2,3-d]pyrimidin-4-yl)(methyl)amino]-N-[1-(trifluoromethyl)cyclopropyl]acetamide